C[Si](C)(C)CC(CC(C)O)=C 2-(trimethylsilylmethyl)allyl-ethanol